2-phenyl-5-(2-(pyrrolidin-1-yl)ethyl)-1H-indol-7-amine C1(=CC=CC=C1)C=1NC2=C(C=C(C=C2C1)CCN1CCCC1)N